FC(OC=1C(=NC(=NC1OC)NS(=O)(=O)C1=CNC2=C(C(=CC=C12)C(F)F)N1N=CC=C1)OC)F N-[5-(difluoromethoxy)-4,6-dimethoxy-pyrimidin-2-yl]-6-(difluoromethyl)-7-pyrazol-1-yl-1H-indole-3-sulfonamide